spiro[2.5]oct-7-ylmethylamine hydrochloride Cl.C1CC12CCCC(C2)CN